C(CCC(C)C)(=O)OC(C)CCCC sec-hexyl isocaproate